N-(1-acetyl-4-methoxyindolin-7-yl)-4-methylbenzenesulfonamide C(C)(=O)N1CCC2=C(C=CC(=C12)NS(=O)(=O)C1=CC=C(C=C1)C)OC